methyl (S)-2-((2-(2,6-difluoro-4-carbomethoxyphenyl)-7-methylimidazo[1,2-a]pyridin-3-yl)-methyl)morpholine-4-carboxylate FC1=C(C(=CC(=C1)C(=O)OC)F)C=1N=C2N(C=CC(=C2)C)C1C[C@H]1CN(CCO1)C(=O)OC